BrC1=C(C=CC=C1Cl)CC1OC1 2-[(2-bromo-3-chloro-phenyl)methyl]oxirane